1-hepten-4-ol C=CCC(CCC)O